(2S,3R,4R,5S,6S)-3,4,5-tris(benzyloxy)-2-[(benzyloxy)methyl]-6-ethynyl-oxane C(C1=CC=CC=C1)O[C@@H]1[C@@H](O[C@H]([C@@H]([C@H]1OCC1=CC=CC=C1)OCC1=CC=CC=C1)C#C)COCC1=CC=CC=C1